triethyl carboxymalonate CCOC(=O)C(C(=O)OCC)C(=O)OCC